2-(2-(tert-butyldimethylsilyl)ethoxy)acetaldehyde [Si](C)(C)(C(C)(C)C)CCOCC=O